NC=1C=NC2=CC=CC=C2C1NCCCCNC(OC(C)(C)C)=O tert-butyl (4-((3-aminoquinolin-4-yl)amino)butyl)carbamate